C(C)(C)(C)N1N=CC(=C1)C(=O)NCC=1C=NC(=CC1)C=1N(C2=CC=CC(=C2C1)N[C@H]1[C@H](CN(CC1)C)F)CC(F)(F)F 1-tert-butyl-N-{[6-(4-{[(3S,4R)-3-fluoro-1-methylpiperidin-4-yl]amino}-1-(2,2,2-trifluoroethyl)-1H-indol-2-yl)pyridin-3-yl]methyl}-1H-pyrazole-4-carboxamide